1-(3-(4-amino-7-methyl-5-(4-(pyrrolidine-1-carbonyl)phenyl)-7H-pyrrolo[2,3-d]pyrimidin-6-yl)pyrrolidin-1-yl)but-2-yn-1-one NC=1C2=C(N=CN1)N(C(=C2C2=CC=C(C=C2)C(=O)N2CCCC2)C2CN(CC2)C(C#CC)=O)C